2-(6-(4-(4-(2,4-dioxotetrahydropyrimidin-1(2H)-yl)benzyl)piperazin-1-yl)-1-oxoisoindolin-2-yl)-2-(5-fluoro-2-hydroxyphenyl)-N-(thiazol-2-yl)acetamide O=C1N(CCC(N1)=O)C1=CC=C(CN2CCN(CC2)C2=CC=C3CN(C(C3=C2)=O)C(C(=O)NC=2SC=CN2)C2=C(C=CC(=C2)F)O)C=C1